C1(CC1)C([C@@H](C(=O)NC1=CC=C(C=C1)C=1C(=NNC1C)C)NC(C(C)(C)C)=O)C1CC1 N-[(1S)-1-(dicyclopropylmethyl)-2-[4-(3,5-dimethyl-1H-pyrazol-4-yl)anilino]-2-oxo-ethyl]-2,2-dimethyl-propanamide